4-{6-amino-5-[1-(2,6-dichloro-phenyl)-ethoxy]-pyridin-3-yl}-N-(2-pyrrolidin-1-yl-ethyl)-benzamide NC1=C(C=C(C=N1)C1=CC=C(C(=O)NCCN2CCCC2)C=C1)OC(C)C1=C(C=CC=C1Cl)Cl